C12CC(CC2C1)OC1=C(C=C(C=C1F)NC(=O)C=1N=C(OC1CC(F)(F)F)N1CC2C(C1)CCO2)F N-(4-{cis-bicyclo[3.1.0]hexan-3-yloxy}-3,5-difluorophenyl)-2-{hexahydro-2H-furo[2,3-c]pyrrol-5-yl}-5-(2,2,2-trifluoroethyl)-1,3-oxazole-4-carboxamide